6-(2-((2,5-bis(trifluoromethyl)pyrazolo[1,5-a]pyrimidin-7-yl)amino)-1-(4-fluorophenyl)ethyl)-N-(2,2,2-trifluoroethyl)-2,6-diazaspiro[3.3]heptane-2-carboxamide FC(C1=NN2C(N=C(C=C2NCC(C2=CC=C(C=C2)F)N2CC3(CN(C3)C(=O)NCC(F)(F)F)C2)C(F)(F)F)=C1)(F)F